ClC1=NN(C=C1NC=1N=CC2=C(N1)N(C=C2Cl)CC)C2CCN(CCC2)C(=O)C2CC2 (4-(3-chloro-4-(5-chloro-7-ethyl-7H-pyrrolo[2,3-d]pyrimidin-2-ylamino)-1H-pyrazol-1-yl)azepan-1-yl)(cyclopropyl)methanone